tert-butyl-p-hydroxystyrene tert-butyl-(5S)-5-[[(R)-tert-butylsulfinyl]amino]-3-methoxyspiro[5,7-dihydrocyclopenta[c]pyridine-6,4'-piperidine]-1'-carboxylate C(C)(C)(C)OC(=O)N1CCC2(CC1)[C@@H](C1=C(C=NC(=C1)OC)C2)N[S@](=O)C(C)(C)C.C(C)(C)(C)C=CC2=CC=C(C=C2)O